N-ethyl-5-fluoro-2-(3-methyl-6-{1-[(3R)-2-methyl-6-{2-oxa-5,8-diazaspiro[3.5]non-5-yl}hexan-3-yl]azetidin-3-yl}imidazo[1,5-a]pyridin-8-yl)-N-(isopropyl)benzamide C(C)N(C(C1=C(C=CC(=C1)F)C=1C=2N(C=C(C1)C1CN(C1)[C@@H](C(C)C)CCCN1C3(COC3)CNCC1)C(=NC2)C)=O)C(C)C